1-methyl-4-{4-[4-(4-methyl-2-oxopiperazin-1-yl)phenyl]piperidin-1-yl}-2-oxo-1,2-dihydroquinoline-3-carbonitrile CN1C(C(=C(C2=CC=CC=C12)N1CCC(CC1)C1=CC=C(C=C1)N1C(CN(CC1)C)=O)C#N)=O